Perfluorohexyl-Octane butyl-4-formylpiperidine-1-carboxylate C(CCC)OC(=O)N1CCC(CC1)C=O.FC(C(C(C(C(C(C(C(F)(F)F)(F)F)(F)F)(F)F)(F)F)(F)F)(F)F)(C(C(C(C(C(C(F)(F)F)(F)F)(F)F)(F)F)(F)F)(F)F)F